N-(5-Chloro-1H-indol-3-yl)-1-[2-(methylsulfonyl)ethyl]-5-(trifluoromethyl)-1H-benzo[d]imidazol-2-amine ClC=1C=C2C(=CNC2=CC1)NC1=NC2=C(N1CCS(=O)(=O)C)C=CC(=C2)C(F)(F)F